ClC=1C=CC(=C(C1)S(=O)(=O)C1=C(C=O)C(=CC=C1)F)C 2-((5-chloro-2-methylphenyl)sulfonyl)-6-fluorobenzaldehyde